5-nitrobarbituric acid [N+](=O)([O-])C1C(NC(NC1=O)=O)=O